3-[5-ethylsulfonyl-6-[1-oxo-6-(trifluoromethyl)-3H-pyrrolo[3,4-c]pyridin-2-yl]-2-pyridinyl]oxazolidin-2-one tert-butyl-(2R)-3-((3-hydroxypropyl)amino)-2-methylpyrrolidine-1-carboxylate C(C)(C)(C)OC(=O)N1[C@@H](C(CC1)NCCCO)C.C(C)S(=O)(=O)C=1C=CC(=NC1N1CC=2C=NC(=CC2C1=O)C(F)(F)F)N1C(OCC1)=O